rel-tert-butyl-(S)-3-(4-((3-methyl-4-((1-methyl-1H-benzo[d]imidazol-5-yl)oxy)phenyl)amino)pyrido[3,2-d]pyrimidin-6-yl)azepane-1-carboxylate C(C)(C)(C)OC(=O)N1C[C@H](CCCC1)C=1C=CC=2N=CN=C(C2N1)NC1=CC(=C(C=C1)OC1=CC2=C(N(C=N2)C)C=C1)C |o1:9|